FC=1C=CC(=C(C1)P(C1=CC=CC=C1)C1=CC=CC=C1)C1=CC=CC2=CC=CC=C12 (5-fluoro-2-(naphthalen-1-yl)phenyl)diphenylphosphine